3,4-difluoro-6-methyl-2-nitroaniline FC=1C(=C(N)C(=CC1F)C)[N+](=O)[O-]